di-hydro-9-oxa-10-phospha-phenanthrene-10-oxide C1CCC=C2C3=CC=CC=C3OP(=C12)=O